FC1CC(N(C1)C(COC=1N=NC=CC1)=O)C(=O)NC(C1=CC=C(C=C1)C(C)C)C1=CC=CC=C1 4-fluoro-N-{phenyl-[4-(prop-2-yl)phenyl]methyl}-1-[2-(pyridazin-3-yloxy)acetyl]pyrrolidine-2-carboxamide